Cl.N[C@H]1C(N([C@@H](C1)CO)C1=C(C(=C(C=C1)C1=C(C=CC=C1)P(=O)(C)C)F)F)=O (3R,5S)-3-amino-1-(2'-(dimethylphosphoryl)-2,3-difluoro-[1,1'-biphenyl]-4-yl)-5-(hydroxymethyl)pyrrolidin-2-one hydrochloride